NC1(C(=CC=CC1)C1=CC=CC=C1)[Pd-](Cl)Cl (2-amino-1,1'-biphenyl-2-yl)palladium (II) dichloride